C(N)(O)=O.N1(CCCCC1)N1CCCCC1 Bipiperidine Carbamate